C(CCCCC(C)C)(=O)OCC(COC(CCCCC(C)C)=O)(C)C 2,2-dimethyl-1,3-propanediol di-isooctanoate